CN1CCC2(C[C@@H]2C(=O)N[C@@H](CCCCCC(CC)=O)C=2NC(=CN2)C2=CC=C(C=C2)C(NC2COCC2)=O)CC1 (1S)-6-methyl-N-((1S)-7-oxo-1-(5-(4-((tetrahydrofuran-3-yl)carbamoyl)phenyl)-1H-imidazol-2-yl)nonyl)-6-azaspiro[2.5]octane-1-carboxamide